3'-(3-cyanoimidazo[1,2-a]pyridin-6-yl)-[2,2'-bipyridine]-5-carboxylate C(#N)C1=CN=C2N1C=C(C=C2)C=2C(=NC=CC2)C2=NC=C(C=C2)C(=O)[O-]